BrC1=CC(=C(C=C1)C=1N(C=2C(=[N+](C=CC2)[O-])N1)C)OC 2-(4-Bromo-2-methoxyphenyl)-1-methyl-1H-imidazo[4,5-b]pyridine 4-oxide